FC(C(=O)O)(F)F.ClC1=C(C(=C(C=C1OC)OC)Cl)C1=CC2=C(N=C(N=C2)NC)N(C1=O)CCCN1CCNCC1 6-(2,6-dichloro-3,5-dimethoxyphenyl)-2-(methylamino)-8-(3-(piperazin-1-yl)propyl)pyrido[2,3-d]pyrimidin-7(8H)-one trifluoroacetate